1,3-bis(3-pyridyl)-2,4-bis(4-pyridyl)-cyclobutane N1=CC(=CC=C1)C1C(C(C1C1=CC=NC=C1)C=1C=NC=CC1)C1=CC=NC=C1